CN1C([C@H]2N(C[C@@H](OC3=CC=CC(C4=CC=CC=5NC(C(CCC1)C45)=O)=C3)C2)C(=O)OC(C)(C)C)=O tert-butyl (8S,11S)-13-methyl-12,18-dioxo-7-oxa-10,13,19-triazapentacyclo[15.6.1.12,6.18,11.020,24]hexacosa-1(23),2(26),3,5,20(24),21-hexaene-10-carboxylate